COC(C(=O)N[C@H]1C2=C(C3=C(N(C1=O)CCOC)C=CC=C3)C=CC=C2)C(=O)NCC(C(F)(F)F)(F)F 2-Methoxy-N-[(S)-5-(2-methoxy-ethyl)-6-oxo-6,7-dihydro-5H-dibenzo[b,d]azepin-7-yl]-N'-(2,2,3,3,3-pentafluoro-propyl)malonamide